C(N)(=O)C=1C=CC=NC1 5-carbamoylpyridine